C(C)OC(=O)C=1C=NN(C1NC(=O)NC1=C(C=CC=C1)F)CC(C)O 5-[3-(2-Fluorophenyl)ureido]-1-(2-hydroxypropyl)-1H-pyrazole-4-carboxylic acid ethyl ester